C(CC(C)C)NNC(C1=C(C=C(C=C1)/C(=C/C(C(F)(F)F)C1=CC(=C(C(=C1)Cl)Cl)Cl)/F)C(F)(F)F)=O (Z)-N'-isopentyl-4-(1,4,4,4-tetrafluoro-3-(3,4,5-trichlorophenyl)but-1-en-1-yl)-2-(trifluoromethyl)benzoyl-hydrazine